dioctyltin dinonanoate C(CCCCCCCC)(=O)[O-].C(CCCCCCCC)(=O)[O-].C(CCCCCCC)[Sn+2]CCCCCCCC